1-(2-(3,5-difluorophenoxy)-6-(trifluoromethyl)benzyl)-3,3-dimethyl-5-(trifluoromethyl)indolin-2-one FC=1C=C(OC2=C(CN3C(C(C4=CC(=CC=C34)C(F)(F)F)(C)C)=O)C(=CC=C2)C(F)(F)F)C=C(C1)F